[3-[(1R,2S)-3-tert-butoxy-1-cyclopropyl-2-methyl-3-oxo-propyl]phenyl] 3-[(3,3-dimethylpyrrolidin-1-yl)methyl]-4-(5-fluoro-2-methoxy-4-pyridyl)benzoate CC1(CN(CC1)CC=1C=C(C(=O)OC2=CC(=CC=C2)[C@@H]([C@@H](C(=O)OC(C)(C)C)C)C2CC2)C=CC1C1=CC(=NC=C1F)OC)C